4-fluoro-N-(4-methoxybenzyl)-N-methyl-3-(2-methyl-2,3-dihydroimidazo[2,1-b]oxazol-6-yl)benzenesulfonamide FC1=C(C=C(C=C1)S(=O)(=O)N(C)CC1=CC=C(C=C1)OC)C=1N=C2OC(CN2C1)C